L-2,6-diaminopyridineglyoxylic acid NC1(NC(=CC=C1)N)C(C(=O)O)=O